[O-]P([O-])(=O)OP(=O)([O-])[O-].[Na+].[Na+].[Na+].[Na+] sodium pyrophosphate salt